Hexa(4-formyl-phenoxy)cyclotriphosphazene bis(3,4,6-trichloro-2-{[(2-ethylphenyl)methoxy]carbonyl}phenyl)oxalate ClC=1C(=C(C(=CC1Cl)Cl)OC(C(=O)OC1=C(C(=C(C=C1Cl)Cl)Cl)C(=O)OCC1=C(C=CC=C1)CC)=O)C(=O)OCC1=C(C=CC=C1)CC.C(=O)C1=CC=C(OP2(=NP(=NP(=N2)(OC2=CC=C(C=C2)C=O)OC2=CC=C(C=C2)C=O)(OC2=CC=C(C=C2)C=O)OC2=CC=C(C=C2)C=O)OC2=CC=C(C=C2)C=O)C=C1